piperidine-1-carboxylic acid-2-methylpropan-2-yl ester CC(C)(C)OC(=O)N1CCCCC1